3-[2,2-bis(2-cyanoethoxymethyl)-3-hydroxy-propoxy]propanenitrile C(#N)CCOCC(COCCC#N)(CO)COCCC#N